FC1=CC(=CC2=CN(N=C12)C)C=1N=C2SC(=CN2C1)C1CCN(CC1)C(=O)OC(C)(C)C tert-butyl 4-[6-(7-fluoro-2-methylindazol-5-yl)imidazo[2,1-b][1,3]thiazol-2-yl]piperidine-1-carboxylate